(2S,7S,Z)-2,7-diaminooct-4-enedioic acid dimethyl ester COC([C@H](C\C=C/C[C@@H](C(=O)OC)N)N)=O